[2,2-bis(o-tolyl) cyclobutyl] (2S)-2-[(3-hydroxy-4-methoxy-pyridine-2-carbonyl) amino]propanoate OC=1C(=NC=CC1OC)C(=O)N[C@H](C(=O)OC1C(CC1)(C1=C(C=CC=C1)C)C1=C(C=CC=C1)C)C